P(O)(O)N.N1C(=O)N=C(N)C=C1 Cytosine phosphoramidite